CC1(O[C@@H]2[C@H](O1)[C@H](O[C@H]2N2C1=NC=NC(=C1N=C2)NC(C2=CC=CC=C2)=O)COP2(SCCS2)=S)C N-(9-((3aR,4R,6R,6aR)-2,2-dimethyl-6-(((2-sulfido-1,3,2-dithiaphospholan-2-yl)oxy)methyl)tetrahydrofuro[3,4-d][1,3]dioxol-4-yl)-9H-purin-6-yl)benzamide